ClC1=C(C=C(C=C1)C=1C(=NC(=NC1)NC=1C=NN(C1)C)OC=1C=C(C=CC1F)NC(C=C)=O)F N-(3-((5-(4-chloro-3-fluorophenyl)-2-((1-methyl-1H-pyrazol-4-yl)amino)pyrimidin-4-yl)oxy)-4-fluorophenyl)acrylamide